6-[1-(difluoromethyl)-2-methyl-1H-imidazol-4-yl]-7-methyl-3,4-dihydro-1H-spiro[1,8-naphthyridine-2,3'-pyrrolidine]-1'-carboxylate FC(N1C(=NC(=C1)C=1C=C2CCC3(CN(CC3)C(=O)[O-])NC2=NC1C)C)F